CC1=C(C=CC=C1C)N1CCN(CC1)C(CN1N=C(C2=C1CCC2)C(=O)N2CCC(CC2)(CO)O)=O 1-[4-(2,3-dimethylphenyl)piperazin-1-yl]-2-{3-[4-hydroxy-4-(hydroxymethyl)piperidine-1-carbonyl]-5,6-dihydrocyclopenta[c]pyrazol-1(4H)-yl}ethan-1-one